CC1=CC=2N(N=C1C1CCN(CC1)S(=O)(=O)C1=CC3=C(N=CS3)C=C1)C=CN2 6-((4-(7-methylimidazo[1,2-b]pyridazin-6-yl)piperidin-1-yl)sulfonyl)benzo[d]thiazole